Eicosamethylcyclodecasiloxane C[Si]1(O[Si](O[Si](O[Si](O[Si](O[Si](O[Si](O[Si](O[Si](O[Si](O1)(C)C)(C)C)(C)C)(C)C)(C)C)(C)C)(C)C)(C)C)(C)C)C